2-((naphthalen-1-ylsulfonyl)carbamoyl)isonicotinic acid C1(=CC=CC2=CC=CC=C12)S(=O)(=O)NC(=O)C=1C=C(C(=O)O)C=CN1